Guanosine 5'-phosphate disodium salt [Na+].[Na+].P(=O)([O-])([O-])OC[C@@H]1[C@H]([C@H]([C@@H](O1)N1C=NC=2C(=O)NC(N)=NC12)O)O